1-benzyl-2-[[(tert-butoxycarbonyl)amino]methyl]-5-(2,3-dichloro-6-methoxyphenyl)pyridin-1-ium bromide [Br-].C(C1=CC=CC=C1)[N+]1=C(C=CC(=C1)C1=C(C(=CC=C1OC)Cl)Cl)CNC(=O)OC(C)(C)C